[2-(3-methylsulfonylazetidin-1-yl)ethyl]-4-[5-methyl-1-[4-(trifluoromethyl)phenyl]pyrazol-3-yl]piperazine CS(=O)(=O)C1CN(C1)CCN1CCN(CC1)C1=NN(C(=C1)C)C1=CC=C(C=C1)C(F)(F)F